4-bromo-5-chloro-7-iodo-1-methyl-1,2,3-benzotriazole BrC1=C(C=C(C=2N(N=NC21)C)I)Cl